C(C)(=O)C1=C(C=C(C=C1)Cl)C1=CC(N(C=C1OC)C(C(=O)NC1=CC2=C(NC(=N2)C(F)(F)F)C=C1)CC1=CC=CC=C1)=O 2-(4-(2-acetyl-5-chlorophenyl)-5-methoxy-2-oxopyridin-1(2H)-yl)-3-phenyl-N-(2-(trifluoromethyl)-1H-benzo[d]imidazol-5-yl)propanamide